ClC1=CC=C2C=CNC2=C1N1N=CC=N1 6-chloro-7-(triazol-2-yl)-1H-indole